C[Si](N(C(C)=O)C)(N(C(C)=O)C)N(C(C)=O)C methyltris(N-methylacetamido)silane